C(CCC\C=C/CCCCCCCCCCCCCC)(=O)O eicos-5Z-enoic acid